(R)-N-(6-(6-(1-(trifluoromethyl)cyclopropyl)imidazo[1,2-a]-pyridin-3-yl)pyridin-2-yl)-5-azaspiro[2.4]-heptan-7-amine FC(C1(CC1)C=1C=CC=2N(C1)C(=CN2)C2=CC=CC(=N2)N[C@H]2CNCC21CC1)(F)F